C(C)N(C1=CC=C(C=C1)C1=NC=CC=N1)CC (4'-diethylaminophenyl)pyrimidine